(S)-2-((tert-butylcarbonyl)amino)-3-(3-cyano-9-fluoro-6-oxo-5,6-dihydrophenanthridin-8-yl)propanoic acid methyl ester COC([C@H](CC=1C=C2C(NC=3C=C(C=CC3C2=CC1F)C#N)=O)NC(=O)C(C)(C)C)=O